C1(CC1)C1=NC=2C(=NC=C(C2)C(=O)OC)N1C1=CC=C(C=C1)OC methyl 2-cyclopropyl-3-(4-methoxyphenyl)-3H-imidazo[4,5-b]pyridine-6-carboxylate